N-[2-(3-aminoazetidin-1-yl)-2-oxo-ethyl]-4-[[3-[1-(cyanomethyl)-3-(trifluoromethyl)pyrazol-4-yl]imidazo[1,2-a]pyrazin-8-yl]amino]-2-methyl-benzamide NC1CN(C1)C(CNC(C1=C(C=C(C=C1)NC=1C=2N(C=CN1)C(=CN2)C=2C(=NN(C2)CC#N)C(F)(F)F)C)=O)=O